C(C)(C)C1(CCN(CC1)C(=O)OC(C)(C)C)C(=O)OC O1-tert-Butyl O4-methyl 4-isopropylpiperidine-1,4-dicarboxylate